COC(C(=NO)C1=NC=CC(=C1)Cl)=O 2-(4-Chloropyridin-2-yl)-2-(hydroxyimino)acetic acid methyl ester